(S)-4-(3-fluorobenzyl)-N-(7-(2-(4-methoxy-6-oxopyridazin-1(6H)-yl)ethoxy)-5-methyl-4-oxo-2,3,4,5-tetrahydrobenzo[b][1,4]oxazepin-3-yl)-1H-pyrazole-1-carboxamide FC=1C=C(CC=2C=NN(C2)C(=O)N[C@@H]2C(N(C3=C(OC2)C=CC(=C3)OCCN3N=CC(=CC3=O)OC)C)=O)C=CC1